C(C)(C)(C)OC(=O)NCC1CCC(CC1)COCC(=O)OC(C)(C)C tert-Butyl 2-(((1r,4r)-4-((tert-Butoxycarbonylamino)methyl)cyclohexyl)methoxy)acetate